1-Benzyl-N-[(6S)-4-methyl-5-oxo-7,8-dihydro-6H-pyrazolo[1,5-a][1,3]diazepin-6-yl]pyrazol-3-carboxamid C(C1=CC=CC=C1)N1N=C(C=C1)C(=O)N[C@@H]1C(N(C=2N(CC1)N=CC2)C)=O